N-(trans-4-(2-(4-(benzo[b]thiophen-4-yl)piperazin-1-yl)ethyl)cyclohexyl)oxazole-2-carboxamide S1C2=C(C=C1)C(=CC=C2)N2CCN(CC2)CC[C@@H]2CC[C@H](CC2)NC(=O)C=2OC=CN2